(2R,5S)-tert-butyl 4-(7-chloro-1-(2-cyclobutyl-6-(methylsulfonyl) phenyl)-6-fluoro-2-oxo-1,2-dihydropyrido[2,3-d]pyrimidin-4-yl)-2,5-dimethylpiperazine-1-carboxylate ClC=1C(=CC2=C(N(C(N=C2N2C[C@H](N(C[C@@H]2C)C(=O)OC(C)(C)C)C)=O)C2=C(C=CC=C2S(=O)(=O)C)C2CCC2)N1)F